(R)-8-(5-Chlorobenzo[d]oxazol-2-yl)-9-oxooctahydro-2H-pyrazino[1,2-a]pyrazin ClC=1C=CC2=C(N=C(O2)N2C([C@@H]3N(CCNC3)CC2)=O)C1